C(SSCC1C(NC(N1)=O)=O)C1C(NC(N1)=O)=O 5,5'-[dithiobis(methylene)]bis2,4-imidazolidinedione